1-((4,4-difluorocyclohexyl)methyl)-4-methyl-N-(5-sulfamoylpyridin-3-yl)-3-(trifluoromethyl)-1H-pyrazole-5-carboxamide FC1(CCC(CC1)CN1N=C(C(=C1C(=O)NC=1C=NC=C(C1)S(N)(=O)=O)C)C(F)(F)F)F